ethyl-3-methylimidazolium triflate [O-]S(=O)(=O)C(F)(F)F.C(C)C=1NC=C[N+]1C